(S)-9-((1,4-dioxan-2-yl)methoxy)-2-bromo-4,5-dihydro-7H-thieno[2',3':3,4]pyrido[1,2-c]pyrimidin-7-one O1[C@@H](COCC1)COC=1C=C2N(C(N1)=O)CCC1=C2SC(=C1)Br